N-(2,4-difluoro-3-hydroxyphenyl)benzamide FC1=C(C=CC(=C1O)F)NC(C1=CC=CC=C1)=O